C(C)(C)(C)C(C[C@H](N)C(=O)O)C(=O)O γ-tert-butyl-L-glutamic acid